C(C)(C)(C)OC(=O)N[C@@H](CCCCN)C(=O)O N2-(t-butoxycarbonyl)lysine